(4-chloro-6-methoxy-2-methylquinazolin-7-yl)(morpholine) ClC1=NC(=NC2=CC(=C(C=C12)OC)N1CCOCC1)C